BrC1=CN(C2=NC(=CC(=C21)C2=C(C(=CC=C2C)OC)C)C(=O)N)CC 3-bromo-1-ethyl-4-(3-methoxy-2,6-dimethylphenyl)pyrrolo[2,3-b]pyridine-6-carboxamide